2-{5-[(2,5-Dioxopyrrolidin-1-yl)oxy]-5-oxopentanoyl}-L-asparagine O=C1N(C(CC1)=O)OC(CCCC(=O)[C@](N)(CC(N)=O)C(=O)O)=O